C(C1=CC=CC=C1)SC1=NC(=C2N=CN(C2=N1)[C@H]1[C@@H]([C@@H]([C@@]2(C[C@H]12)CC#N)O)O)NC 2-((1S,2R,3S,4R,5S)-4-(2-(benzylthio)-6-(methylamino)-9H-purin-9-yl)-2,3-dihydroxybicyclo[3.1.0]hexan-1-yl)acetonitrile